NC=1C(=NC(=CN1)C1=C(C(=CC=C1C(F)F)Cl)F)C(=O)N 3-amino-6-(3-chloro-6-(difluoromethyl)-2-fluorophenyl)pyrazine-2-carboxamide